(S)-N-(1-(2-hydroxy-4-(trifluoromethoxy)phenyl)ethyl)-2-(4-oxobenzo[d][1,2,3]triazin-3(4H)-yl)acetamide OC1=C(C=CC(=C1)OC(F)(F)F)[C@H](C)NC(CN1N=NC2=C(C1=O)C=CC=C2)=O